tert-butyl (2-(4-amino-3-methylphenoxy)ethyl)carbamate NC1=C(C=C(OCCNC(OC(C)(C)C)=O)C=C1)C